ClC1=C(C=C(C=C1)C)N1N=CC=C1 1-(2-chloro-5-methylphenyl)-1H-pyrazole